trimethylene glycol dibehenate C(CCCCCCCCCCCCCCCCCCCCC)(=O)OCCCOC(CCCCCCCCCCCCCCCCCCCCC)=O